Methyl 4-(1-methoxy-2-methyl-1-oxopropan-2-yl)-2-methyl-5-nitrobenzoate COC(C(C)(C)C1=CC(=C(C(=O)OC)C=C1[N+](=O)[O-])C)=O